Diethylhexane-1,6-diamine C(C)C(CCCCCN)(N)CC